C1(CC1)C1=C(C(=NO1)C1=C(C=CC=C1Cl)Cl)C1OC2(OC1)CCN(CC2)C=2SC1=C(N2)C(=CC(=C1)C(=O)O)F 2-(2-(5-cyclopropyl-3-(2,6-dichlorophenyl)isoxazol-4-yl)-1,4-dioxa-8-azaspiro[4.5]dec-8-yl)-4-fluorobenzo[d]thiazole-6-carboxylic acid